5-((2-hydroxyethyl)(7-((2-octyldecanoyl)oxy)heptyl)amino)pentyl 10-methylundecanoate CC(CCCCCCCCC(=O)OCCCCCN(CCCCCCCOC(C(CCCCCCCC)CCCCCCCC)=O)CCO)C